BrC=1C=C(C=CC1F)N1C(=NOC1=O)C=1C=CC(=C(C1)NC(=O)NCC)NCC(C)C 1-[5-[4-(3-bromo-4-fluorophenyl)-5-oxo-4,5-dihydro-1,2,4-oxadiazol-3-yl]-2-(isobutylamino)phenyl]-3-ethylurea